ClC1=NC2=C(OC3=C1C=CC(=C3)C)C=C(C=C2)F 11-chloro-7-fluoro-3-methyldibenzo[b,f][1,4]oxazepine